NNC(=N)C1=CC=NC=C1 N-aminopyridine-4-carboximidamide